C(C)(C)[C@H]1N=C(CN=C1OC)OC (R)-2-isopropyl-3,6-dimethoxy-2,5-dihydropyrazin